N[C@@H](CCC(=O)OC)C(=O)N1CCN(CC1)C(C1=C(C=C(C=C1)NC=1C=2N(C=CN1)C(=CN2)C2=CC=C(C=C2)OC(F)F)C)=O methyl (4S)-4-amino-5-[4-[4-[[3-[4-(difluoromethoxy)phenyl]imidazo[1,2-a]pyrazin-8-yl]amino]-2-methyl-benzoyl]piperazin-1-yl]-5-oxo-pentanoate